2-(6-methoxy-1-benzofuran-2-yl)-3-(methylamino)imidazo[1,2-a]pyridine-7-carbonitrile COC1=CC2=C(C=C(O2)C=2N=C3N(C=CC(=C3)C#N)C2NC)C=C1